2-((4-Bromobenzyl)oxy)-N-tritylethan-1-amine BrC1=CC=C(COCCNC(C2=CC=CC=C2)(C2=CC=CC=C2)C2=CC=CC=C2)C=C1